2,2-dimethoxy-2-benzyl-ethanone COC(C=O)(CC1=CC=CC=C1)OC